O=C1NC(CCC1N1CC2=CC=C(C=C2C1=O)SCCCCCCN1CCC(CC1)C1=CC=C(C(=O)N2CCC(CC2)CCCCNC(\C=C\C=2C=NC=CC2)=O)C=C1)=O (E)-N-(4-(1-(4-(1-(6-((2-(2,6-dioxopiperidin-3-yl)-3-oxoisoindoline-5-yl)thio)hexyl)piperidin-4-yl)benzoyl)piperidin-4-yl)butyl)-3-(pyridin-3-yl)acrylamide